Bis(4-(4-maleimidophenoxy) phenyl) sulfone C1(C=CC(N1C1=CC=C(OC2=CC=C(C=C2)S(=O)(=O)C2=CC=C(C=C2)OC2=CC=C(C=C2)N2C(C=CC2=O)=O)C=C1)=O)=O